tert-butyl (3-chloro-6-fluoro-4-(3-(trifluoromethyl)-1H-pyrazol-1-yl)-9H-pyrido[2,3-b]indol-8-yl)(ethyl)carbamate ClC1=C(C2=C(NC3=C(C=C(C=C23)F)N(C(OC(C)(C)C)=O)CC)N=C1)N1N=C(C=C1)C(F)(F)F